(R or S)-2-(2-(2,2-dimethyltetrahydro-2H-pyran-4-yl)-2H-pyrazolo[3,4-b]pyrazin-6-yl)-3-methyl-5-(trifluoromethyl)phenol CC1(OCC[C@H](C1)N1N=C2N=C(C=NC2=C1)C1=C(C=C(C=C1C)C(F)(F)F)O)C |o1:5|